3-((5-Acetyl-2-(cyclopropanecarboxamido)pyridin-4-yl)amino)-2-methoxybenzoic acid C(C)(=O)C=1C(=CC(=NC1)NC(=O)C1CC1)NC=1C(=C(C(=O)O)C=CC1)OC